C(CCCCCCCCCC)C1=CC=C(C(=O)O)C=C1 p-undecyl-benzoic acid